(2S,5R)-1-(2-chloro-[1,1'-biphenyl]-4-carbonyl)-5-(2-chlorophenyl)pyrrolidine-2-carboxylic acid ClC1=C(C=CC(=C1)C(=O)N1[C@@H](CC[C@@H]1C1=C(C=CC=C1)Cl)C(=O)O)C1=CC=CC=C1